C1(C(C1=C(C#N)C1=C(C(=C(C(=C1Cl)F)C(F)(F)F)F)Cl)=C(C#N)C1=C(C(=C(C(=C1Cl)F)C(F)(F)F)F)Cl)=C(C#N)C1=C(C(=C(C(=C1Cl)F)C(F)(F)F)F)Cl (2E,2'E,2''E)-2,2',2''-(cyclopropane-1,2,3-triylidene)tris(2-(2,6-dichloro-3,5-difluoro-4-(trisfluoromethyl)phenyl)acetonitrile)